NCC1N(C2=C(OC1)C=C(C=C2)NC(=O)NC2=CC=C1C=CNC1=C2)CC2=CC=CC=C2 1-(3-(aminomethyl)-4-benzyl-3,4-dihydro-2H-benzo[b][1,4]oxazin-7-yl)-3-(1H-indol-6-yl)urea